C(#N)NC1CC(CC1)C(=O)N 3-(cyanoamino)cyclopentane-1-carboxamide